CC(CC(C)(C)C)(C)C1=CC=C(C=C1)OC1=CC=C(C=C1)C(CC(C)(C)C)(C)C [4-(1,1,3,3-tetramethylbutyl)-phenyl] ether